(2S)-2-amino-N-[3'-(2,6-difluorobenzoyl)spiro[1,3-dioxolane-2,7'-4,5,6,8-tetrahydrocyclohepta[b]thiophene]-2'-yl]propanamide N[C@H](C(=O)NC1=C(C2=C(S1)CC1(CCC2)OCCO1)C(C1=C(C=CC=C1F)F)=O)C